3-morpholino-L-alanine O1CCN(CC1)C[C@H](N)C(=O)O